(2-Fluoroethyl)-1-(pyridin-4-ylmethyl)-1H-pyrazol-3-amine FCCC=1C(=NN(C1)CC1=CC=NC=C1)N